Tert-butyl 4-(5-fluoro-9-oxo-xanthen-3-yl)-1,4-diazepan-1-carboxylate FC1=C2OC=3C=C(C=CC3C(C2=CC=C1)=O)N1CCN(CCC1)C(=O)OC(C)(C)C